NC(C(=O)NCC=1C=C(OCCC2CN(CCC2)C(=O)OC(C)(C)C)C=CC1C)C=1C=NN(C1)C tert-butyl 3-(2-(3-((2-amino-2-(1-methyl-1H-pyrazol-4-yl)acetamido)methyl)-4-methylphenoxy)ethyl)piperidine-1-carboxylate